C(C1=CC=CC=C1)OC1=CC(=NC=C1)N(C(OC(C)(C)C)=O)CC#C tert-butyl N-[4-(benzyloxy)pyridin-2-yl]-N-(prop-2-yn-1-yl)carbamate